4-(3,5-bis(trifluoromethyl)phenyl)-1H-1,2,3-triazole FC(C=1C=C(C=C(C1)C(F)(F)F)C=1N=NNC1)(F)F